CC=1C(=CC(=C(C1)NC(OC(C)(C)C)=O)NC(CC(C1=CC(=CC=C1)OC1=NC=CC=C1)=O)=O)C(F)(F)F tert-Butyl (5-methyl-2-(3-oxo-3-(3-(pyridin-2-yloxy)phenyl)propanamido)-4-(trifluoro methyl)phenyl)carbamate